5,7-dibromo-6-[(2-chloro-5-fluorophenyl)carbonyl]-4-(5,5-dimethyl-2-oxa-5-silahex-1-yl)-3,4-dihydrospiro[benzo[1,4]oxazin-2,1'-cyclopropan]-3-one BrC1=C(C(=CC2=C1N(C(C1(CC1)O2)=O)COCC[Si](C)(C)C)Br)C(=O)C2=C(C=CC(=C2)F)Cl